5-[2-(3,5-dichlorophenylamino)vinyl]-4-cyano-3-(2-chlorophenyl)isoxazole ClC=1C=C(C=C(C1)Cl)NC=CC1=C(C(=NO1)C1=C(C=CC=C1)Cl)C#N